C12(CNCC2C1)OC(NC=1N=CC2=CC(=C(C=C2C1)C1=C(C2=C(OCCN2)N=C1)C)F)=O 3-Azabicyclo[3.1.0]hexan-1-yl(7-fluoro-6-(8-methyl-2,3-dihydro-1H-pyrido[2,3-b][1,4]oxazin-7-yl)isoquinolin-3-yl)carbamate